OCCNCC1=CC=C(COC2=C3CN(C(C3=CC=C2)=O)C2C(NC(CC2)=O)=O)C=C1 3-(4-{4-[(2-hydroxy-ethylamino)-methyl]-benzyloxy}-1-oxo-1,3-dihydro-isoindol-2-yl)-piperidine-2,6-dione